1-(3-Ethyl-2-methoxyquinolin-7-yl)-2-methylpropan-1-ol C(C)C=1C(=NC2=CC(=CC=C2C1)C(C(C)C)O)OC